FC(C1=NN=C(O1)C1=CN=C2N1C=C(C=C2F)S(=O)(=O)Cl)F 3-(5-(difluoromethyl)-1,3,4-oxadiazol-2-yl)-8-fluoroimidazo[1,2-a]pyridine-6-sulfonyl chloride